2-(tritylthio)acetamide C(C1=CC=CC=C1)(C1=CC=CC=C1)(C1=CC=CC=C1)SCC(=O)N